NC1=CC(=C(C(=C1C(C)=O)F)Br)F 1-(6-amino-3-bromo-2,4-difluoro-phenyl)ethanone